CC1(OC(OC1(C)C)C=1CCN(CC1)C(=O)OC(C)(C)C)C tert-butyl 4-(4,4,5,5-tetramethyl-1,3-dioxolan-2-yl)-3,6-dihydropyridine-1(2H)-carboxylate